CN1CCC2(CCN(CC2)C2=NC=CC=C2CN)CC1 (2-(9-methyl-3,9-diazaspiro[5.5]undecan-3-yl)pyridin-3-yl)methanamine